3-TERT-BUTYL-5-CHLORO-1-(PYRIDIN-4-YL)-1H-PYRAZOLE-4-CARBALDEHYDE C(C)(C)(C)C1=NN(C(=C1C=O)Cl)C1=CC=NC=C1